FC1(CC(C1)(C=1SC=NN1)NC(C(=O)C=1N2CCCC2=C(C1C)C(=O)OC(C)(C)C)=O)F Tert-butyl 5-(2-((3,3-difluoro-1-(1,3,4-thiadiazol-2-yl) cyclobutyl) amino)-2-oxoacetyl)-6-methyl-2,3-dihydro-1H-pyrrolizine-7-carboxylate